CCC(CCCCCCCCC(CCCCCCCC)O)O eicosane-3,12-diol